BrC1=C(C=C(N)C=C1)C p-bromo-m-methylaniline